C(C)OC(CCCC[C@H](CCCl)Cl)=O |r| racemic-6,8-dichlorooctanoic acid ethyl ester